COC1=CC(=C(C=C1NC1=NC=NC(=C1)N1OCC[C@@H]1C=1C=NC(=CC1)C)NC(C=C)=O)N1CCC(CC1)N1[C@H]2CN([C@@H](C1)C2)C N-(4-methoxy-2-(4-((1R,4R)-5-methyl-2,5-diazabicyclo[2.2.1]heptane-2-yl)piperidine-1-yl)-5-((6-((R)-3-(6-methylpyridine-3-yl)isoxazolidine-2-yl)pyrimidine-4-yl)amino)phenyl)acrylamide